FC(C1(CN(C=C1)N1C(N=C(N=C1)C1=NC(=CC=C1)C(F)(F)F)NC1=CC(=NC=C1)C(F)(F)F)O)(F)F 3-(3-trifluoromethyl-3-hydroxypyrrol-1-yl)-6-(6-(trifluoromethyl)pyridin-2-yl)-N-(2-(trifluoromethyl)pyridin-4-yl)-1,3,5-triazin-2-amine